C(N)(=N)C=1C=C(SC1)[C@@H](C)NC(=O)[C@H]1N([C@H]2C[C@]2(C1)COCCCCN(C)C)C(CNC(=O)C=1C=CC=2C(C3=CC=CC=C3C2C1)(F)F)=O (1S,3S,5R)-N-((R)-1-(4-carbamimidoylthiophen-2-yl)ethyl)-2-((9,9-difluoro-9H-fluorene-3-carbonyl)glycyl)-5-((4-(dimethylamino)butoxy)methyl)-2-azabicyclo[3.1.0]hexane-3-carboxamide